ClC=1C(=NC(=NC1)NC=1C=NN(C1)CCO)N1C[C@]2([C@@](C1)(CN(C2)C(C#N)C=O)C)C ((3aR,6aS)-5-(5-chloro-2-((1-(2-hydroxyethyl)-1H-pyrazol-4-yl)amino)pyrimidin-4-yl)-3a,6a-dimethylhexahydropyrrolo[3,4-c]pyrrol-2(1H)-yl)-3-oxopropanenitrile